4-(3-(difluoromethyl)-5-fluorobenzyl)-2-hydrazinopyridine FC(C=1C=C(CC2=CC(=NC=C2)NN)C=C(C1)F)F